(R)-6-(3-(3,5-difluorophenyl)isooxazolidin-2-yl)-N-(4-(1-methyl-1H-pyrazol-5-yl)-2,3-dihydrobenzofuran-7-yl)pyrimidin-4-amine FC=1C=C(C=C(C1)F)[C@@H]1N(OCC1)C1=CC(=NC=N1)NC1=CC=C(C=2CCOC21)C2=CC=NN2C